8-chloro-7-nitro-3,4-dihydropyrazino[1,2-b]indazole-2(1H)-carboxylic acid tert-butyl ester C(C)(C)(C)OC(=O)N1CC=2N(N=C3C(=C(C=CC23)Cl)[N+](=O)[O-])CC1